CC1(N(C(COC1)C1=C(C=CC=C1)C)C(=O)NCCCCC)C 3,3-dimethyl-5-(o-tolyl)-N-pentylmorpholine-4-carboxamide